C(\C=C\C(=O)O)(=O)O.FC=1C=C2C=CN(C2=CC1)CCN(C)C 2-(5-fluoro-1H-indol-1-yl)-N,N-dimethylethan-1-amine fumarate salt